tert-Butyl-(5S)-3-oxo-2-({1-[4-(trifluoromethyl)phenyl]cyclopropyl}methyl)-2,3,5,6,7,8-hexahydro[1,2,4]triazolo[4,3-a]pyridine-5-carboxylate C(C)(C)(C)OC(=O)[C@@H]1CCCC=2N1C(N(N2)CC2(CC2)C2=CC=C(C=C2)C(F)(F)F)=O